OCCOC1=CC=C(C=C1)C1(C2=CC=CC=C2C2=CC=C(C(=C12)C=CC(=O)[O-])C=CC(=O)[O-])C1=CC=C(C=C1)OCCO 9,9-bis[4-(2-hydroxyethoxy)phenyl]fluorenediacrylate